4-((Boc-amino) phenyl) thiazole-4-carboxylate S1C=NC(=C1)C(=O)OC1=C(C=CC=C1)NC(=O)OC(C)(C)C